1-[[2-(2-azidoethoxy)ethoxy]sulfonyl]-4-methylbenzene N(=[N+]=[N-])CCOCCOS(=O)(=O)C1=CC=C(C=C1)C